icosa4,7,10,13,16,19-hexaenoic acid C(CCC=CCC=CCC=CCC=CCC=CCC=C)(=O)O